OC(CO)C1=NN2C(C(N(CC2)C2=C(C=C(C=C2)C2=NC3=CC=C(C=C3C=N2)C(F)(F)F)C)=O)=C1C 2-(1,2-dihydroxyethyl)-3-methyl-5-(2-methyl-4-(6-(trifluoromethyl)-quinazolin-2-yl)phenyl)-6,7-dihydropyrazolo[1,5-a]pyrazin-4(5H)-one